ClN1C(=O)N(C(=O)C1(C)C)Br 1-chloro-3-bromo-5,5-dimethylhydantoin